2,2'-(2,2'-dichloro-[1,1'-biphenyl]-3,3'-diyl)bis(6-cyclopropyl-5-(((S)-5-oxopyrrolidin-2-yl)methyl)pyrazolo[1,5-a]pyrazin-4(5H)-one) ClC1=C(C=CC=C1C1=NN2C(C(N(C(=C2)C2CC2)C[C@H]2NC(CC2)=O)=O)=C1)C1=C(C(=CC=C1)C1=NN2C(C(N(C(=C2)C2CC2)C[C@H]2NC(CC2)=O)=O)=C1)Cl